S(=O)(=O)([O-])[O-].P(=O)([O-])(O)O.[Li+].[Ca+2] calcium lithium phosphate sulfate